(2R,3S,4S,5R)-3-(3,4-difluoro-2-formylphenyl)-4,5-dimethyl-5-(trifluoromethyl)tetrahydrofuran-2-carboxylic acid tert-butyl ester C(C)(C)(C)OC(=O)[C@@H]1O[C@]([C@H]([C@H]1C1=C(C(=C(C=C1)F)F)C=O)C)(C(F)(F)F)C